4-Isocyanotetrahydropyran [N+](#[C-])C1CCOCC1